N1N(C=NC=C1)N [1,2,4]triazin-2-amine